N,N'-Bis(1,4-dimethylpentyl)-p-phenylenediamine CC(C)CCC(C)NC1=CC=C(C=C1)NC(C)CCC(C)C